N-(5-ethylthiophen-3-yl)-3-methyl-5-oxo-1-phenyl-4,5-dihydro-1H-pyrazole-4-carboxamide C(C)C1=CC(=CS1)NC(=O)C1C(=NN(C1=O)C1=CC=CC=C1)C